ClC=1C=C(C=CC1F)N(C(=O)[C@H]1N(C[C@H](C1)C(=O)NC1CC(C1)O)C1=NC(=CC(=C1)C(F)(F)F)C)C (2s,4s)-N2-(3-chloro-4-fluorophenyl)-N2-methyl-1-[6-methyl-4-(trifluoromethyl)pyridin-2-yl]-N4-[(1r,3s)-3-hydroxycyclobutyl]Pyrrolidine-2,4-dicarboxamide